(S)-8-((3S,5R)-4-propenoyl-3,5-dimethylpiperazin-1-yl)-11-(4-chlorothien-2-yl)-3-(4-fluorothien-2-yl)-10-(trifluoromethyl)-3,4-dihydro-2H,6H-[1,4]thiazepino[2,3,4-ij]quinazolin-6-one C(C=C)(=O)N1[C@H](CN(C[C@H]1C)C1=NC(N2C3=C(C(=C(C=C13)C(F)(F)F)C=1SC=C(C1)Cl)SC[C@H](C2)C=2SC=C(C2)F)=O)C